Ethyl 2-[6-({5-[6-cyclopropyl-5-(trifluoromethyl)pyridin-3-yl]-7-({[1-(methoxymethyl)cyclopentyl]methyl}(methyl)amino)-1H-imidazo[4,5-b]pyridin-2-yl}carbamoyl)pyridin-3-yl]acetate C1(CC1)C1=C(C=C(C=N1)C1=CC(=C2C(=N1)N=C(N2)NC(=O)C2=CC=C(C=N2)CC(=O)OCC)N(C)CC2(CCCC2)COC)C(F)(F)F